1,4-bis(acetoacetoxy)butane C(CC(=O)C)(=O)OCCCCOC(CC(=O)C)=O